O=C1NC(CCC1N1C(C2=CC=C(C=C2C1=O)N1CC(CC1)CN1CCC(CC1)C1=CC=C(C=C1)NC=1N=C(N=NC1C(=O)N)N1CCNCC1)=O)=O 5-((4-(1-((1-(2-(2,6-dioxopiperidin-3-yl)-1,3-dioxoisoindolin-5-yl)pyrrolidin-3-yl)methyl)piperidin-4-yl)phenyl)amino)-3-(piperazin-1-yl)-1,2,4-triazine-6-carboxamide